C1(CCCCC1)OC(=O)C1C2C=CC(C1)C2=O 5-cyclohexyloxycarbonyl-7-oxo-bicyclo[2.2.1]Hept-2-ene